(R)-2-amino-N-((S)-1-(((6-amino-5-chloropyridin-3-yl)methyl)amino)-1-oxopropan-2-yl)-4-phenylbutanamide dihydrochloride Cl.Cl.N[C@@H](C(=O)N[C@H](C(=O)NCC=1C=NC(=C(C1)Cl)N)C)CCC1=CC=CC=C1